2-(2-(cyclopropanesulfonylamino)thiazol-4-yl)-N-(2,3-difluoro-4-(pyridin-3-yl)phenyl)-2-methylpropanamide C1(CC1)S(=O)(=O)NC=1SC=C(N1)C(C(=O)NC1=C(C(=C(C=C1)C=1C=NC=CC1)F)F)(C)C